5-(chlorosulfonyl)-2-naphthalenecarboxylate ClS(=O)(=O)C1=C2C=CC(=CC2=CC=C1)C(=O)[O-]